5-bromo-1-(4-methoxybenzyl)-1H-benzo[d]imidazole BrC1=CC2=C(N(C=N2)CC2=CC=C(C=C2)OC)C=C1